C(OC1=CC=C(C=C1)[N+](=O)[O-])(OC1=CC=C(C=C1)N=O)=O 4-nitrophenyl (4-nitrosophenyl) carbonate